[P].[Ca] calcium-phosphorus salt